1,4-di(methylene)-benzene C=C1C=CC(C=C1)=C